N-methoxy-N-methyl-5-((2-methylpyrrolidin-1-yl)methyl)furan-2-carboxamide methyl-3-((3-(3-(2-hydroxyphenyl)-7H-pyrrolo[2,3-c]pyridazin-6-yl)bicyclo[1.1.1]pentan-1-yl)amino)propanoate COC(CCNC12CC(C1)(C2)C2=CC1=C(N=NC(=C1)C1=C(C=CC=C1)O)N2)=O.CON(C(=O)C=2OC(=CC2)CN2C(CCC2)C)C